Ethyl 6-ethyl-2-(2-fluorophenyl)-6,7-dihydro-5H-pyrazolo[5,1-b][1,3]oxazine-3-carboxylate C(C)C1CN2C(OC1)=C(C(=N2)C2=C(C=CC=C2)F)C(=O)OCC